N[C@H](C(=O)N([C@H](C(=O)N[C@H](C(=O)OC)C[C@H]1C(NCCC1)=O)CC1CC1)C)C(C)(C)C methyl (2S)-2-[[(2S)-2-[[(2S)-2-amino-3,3-dimethyl-butanoyl]-methyl-amino]-3-cyclopropyl-propanoyl]amino]-3-[(3S)-2-oxo-3-piperidyl]propanoate